methyl 8-bromodibenzo[b,d]furan-3-carboxylate BrC=1C=CC2=C(C3=C(O2)C=C(C=C3)C(=O)OC)C1